FC1=C(C#N)C=CC(=C1)C1=CC(=NN1C1=C(C=C(C=C1)N1CC(CC1)OC)F)C(=O)N1C[C@@H](CCC1)NC 2-fluoro-4-(1-(2-fluoro-4-(3-methoxypyrrolidin-1-yl)phenyl)-3-((R)-3-(methylamino)piperidine-1-carbonyl)-1H-pyrazol-5-yl)benzonitrile